C1(CCC1)N1C=C(C=2C1=NC=C(C2)NC(=O)C=2C=C1CN(C(C1=CC2)=O)C2C(NC(CC2)=O)=O)C N-(1-cyclobutyl-3-methyl-1H-pyrrolo[2,3-b]pyridin-5-yl)-2-(2,6-dioxopiperidin-3-yl)-1-oxoisoindoline-5-carboxamide